4-((2S,5R)-4-((4-Chlorophenyl)(3,3-difluorocyclobutyl)methyl)-2,5-dimethylpiperazin-1-yl)-1-(((S)-tetrahydrofuran-2-yl)methyl)-1H-[1,2,4]triazolo[3,4-b]purine ClC1=CC=C(C=C1)C(N1C[C@@H](N(C[C@H]1C)C=1C=2N=CN(C2N2C(N1)=NN=C2)C[C@H]2OCCC2)C)C2CC(C2)(F)F